methyl 4-(((1-(tert-butoxycarbonyl)piperidin-4-yl)methyl)amino)thiazole-5-carboxylate C(C)(C)(C)OC(=O)N1CCC(CC1)CNC=1N=CSC1C(=O)OC